CC1CC(C(CN1C(=O)OC(C)(C)C)C(=O)OC)=O tert-Butyl 3-Methyl 6-Methyl-4-oxopiperidine-1,3-dicarboxylate